(R)-3-((3-chloro-2-methoxyphenyl)amino)-2-(3-(2-methoxy-2-methylpropoxy)pyridin-4-yl)-7-methyl-5,6,7,8-tetrahydropyrrolo[3,2-c]azepin-4(1H)-one ClC=1C(=C(C=CC1)NC1=C(NC2=C1C(NC[C@@H](C2)C)=O)C2=C(C=NC=C2)OCC(C)(C)OC)OC